(S)-4-((5-Chloropyrazin-2-yl)thio)-6a,7,8,9-tetrahydro-6H-pyrido[3,2-b]pyrrolo[1,2-d][1,4]oxazine ClC=1N=CC(=NC1)SC1=CC=NC2=C1OC[C@H]1N2CCC1